2-[(S)-1-((S)-7-fluoro-2,3-dihydrobenzo[1,4]dioxin-2-ylmethyl)-3-methylpiperidin-3-yl-methoxy]ethanol FC=1C=CC2=C(O[C@H](CO2)CN2C[C@@](CCC2)(C)COCCO)C1